C(C)(C)(C)OC(=O)NC=1SC2=C(N1)C(=CC=C2F)B(O)O (2-((tert-butoxycarbonyl)amino)-7-fluoro-1,3-benzothiazol-4-yl)boronic acid